O=C1NC(CCC1N1C(C2=CC=C(C=C2C1=O)N1CCC2(CCC(C2)N2CCN(CC2)C2=CC=C(C=C2)[N+](=O)[O-])CC1)=O)=O 2-(2,6-dioxopiperidin-3-yl)-5-(2-(4-(4-nitrophenyl)piperazin-1-yl)-8-azaspiro[4.5]decan-8-yl)isoindoline-1,3-dione